(R)-N-(7-(1-(1-acryloylpiperidin-3-yl)-4-amino-1H-pyrazolo[3,4-d]pyrimidin-3-yl)benzo[d][1,3]dioxol-4-yl)-3,4-dimethoxybenzamide C(C=C)(=O)N1C[C@@H](CCC1)N1N=C(C=2C1=NC=NC2N)C2=CC=C(C1=C2OCO1)NC(C1=CC(=C(C=C1)OC)OC)=O